CC1=CC(=C2C(=N1)NN=C2)C=2C(=NN(C2)C)C2=CC(=NC=C2)C 6-Methyl-4-[1-methyl-3-(2-methyl-4-pyridyl)pyrazol-4-yl]-1H-pyrazolo[3,4-b]pyridine